FC=1C=CC(=C(C(=O)N(C(C)C)C(C)C)C1)OC=1C(=NC=NC1)N1CC2(C1)CC(C2)N(C2CCOCC2)C 5-fluoro-N,N-diisopropyl-2-((4-(6-(methyl(tetrahydro-2H-pyran-4-yl)amino)-2-azaspiro[3.3]heptan-2-yl)pyrimidin-5-yl)oxy)benzamide